6-chloro-N-ethyl-3-(trifluoromethyl)pyridin-2-amine ClC1=CC=C(C(=N1)NCC)C(F)(F)F